2-(4-hydroxyphenyl)-3-methylbutanoic acid OC1=CC=C(C=C1)C(C(=O)O)C(C)C